CO[C@H]1C[C@H](N(C1)S(=O)(=O)C=1C(=NC(=CC1)C)O[C@H](C)CCC=O)C(=O)OC Methyl (2S,4S)-4-methoxy-1-((6-methyl-2-(((R)-5-oxopentan-2-yl)oxy)pyridin-3-yl)sulfonyl)pyrrolidine-2-carboxylate